(6S)-6-{2-Chloro-3-[(6-cyclopropylpyridin-3-yl)amino]phenyl}-2-imino-6-methyl-3-[(2S*,4S*)-2-methyltetrahydro-pyran-4-yl]hexahydropyrimidin-4-one ClC1=C(C=CC=C1NC=1C=NC(=CC1)C1CC1)[C@@]1(CC(N(C(N1)=N)[C@@H]1C[C@@H](OCC1)C)=O)C |o1:24,26|